CC(C)OC(C(CC1=NC=C(N=C1)C#N)O)=O 3-(5-cyanopyrazin-2-yl)-2-hydroxypropionic acid propan-2-yl ester